C(C1=CC=CC=C1)OC[C@]1(C(C1)(F)F)CN1CCC(CC1)C1CC(C1)CC(=O)O (R)-2-(3-(1-((1-((benzyloxy)methyl)-2,2-difluorocyclopropyl)methyl)piperidin-4-yl)cyclobutyl)acetic acid